4-amino-2-(2,4-difluorophenyl)-1-(1H-1,2,4-triazol-1-yl)butan-2-ol NCCC(CN1N=CN=C1)(O)C1=C(C=C(C=C1)F)F